Methyl 2-[(tert-butoxycarbonyl)amino]-2-cyclooctylacetate C(C)(C)(C)OC(=O)NC(C(=O)OC)C1CCCCCCC1